(N,N-dibutyl)aminopropyltrimethoxysilane C(CCC)N(CCCC)CCC[Si](OC)(OC)OC